(S)-2-(2-hydroxy-propan-2-yl)-N'-((3-isopropyl-2-phenyl-6,7-dihydro-5H-cyclopenta[b]pyridin-4-yl)carbamoyl)thiazole-5-sulfonimidamide OC(C)(C)C=1SC(=CN1)[S@](=O)(N)=NC(NC1=C2C(=NC(=C1C(C)C)C1=CC=CC=C1)CCC2)=O